C(CCCC)OC(C1=CC=C(C=C1)N(C)C)=O amyl-p-dimethylaminobenzoate